(1s,3s)-3-((5-nitropyridin-2-yl)oxy)cyclobutan-1-ol [N+](=O)([O-])C=1C=CC(=NC1)OC1CC(C1)O